C1CCC2=C(C=3CCCC3C=C12)NC(=O)N=[S@](=O)(N)C=1C=NN2C1OCC1(C2)CC1 (R)-N'-((1,2,3,5,6,7-hexahydro-s-indacen-4-yl)carbamoyl)-5'H,7'H-spiro[cyclopropane-1,6'-pyrazolo[5,1-b][1,3]oxazine]-3'-sulfonimidamide